2-(3,5-dichlorophenyl)-1,3-benzoxazole ClC=1C=C(C=C(C1)Cl)C=1OC2=C(N1)C=CC=C2